N(=C=O)CC12C3(CCC(C2CCC1)C3)CN=C=O Bis(isocyanatomethyl)-tricyclo-[5.2.1.02,6]-decan